COC=1C=C(C=C(C1)OC)CCNC(=O)[C@]1([C@@H](CC[C@H](C1)C)C(C)C)O (1s,2s,5r)-N-[2-(3,5-dimethoxyphenyl)ethyl]-1-hydroxy-2-isopropyl-5-methyl-cyclohexanecarboxamide